2-([1,1'-biphenyl]-4-yl)-1H-benzo[d]imidazol-5-amine C1(=CC=C(C=C1)C1=NC2=C(N1)C=CC(=C2)N)C2=CC=CC=C2